ethyl 2-[4-methyl-2-(methylamino)-7-oxo-thieno[2,3-d]pyridazin-6-yl]acetate CC=1C2=C(C(N(N1)CC(=O)OCC)=O)SC(=C2)NC